1-(methyl-d3)-7-(1-(methyl-d3)-1H-pyrazol-4-yl)-5-(4-(trifluoromethoxy)phenyl)-1,5-dihydro-4H-imidazo[4,5-c]pyridin-4-one C(N1C=NC=2C(N(C=C(C21)C=2C=NN(C2)C([2H])([2H])[2H])C2=CC=C(C=C2)OC(F)(F)F)=O)([2H])([2H])[2H]